OCC(CNC1CS(CC1)(=O)=O)(C)C 3-((3-hydroxy-2,2-dimethylpropyl)amino)tetrahydrothiophene-1,1-dioxide